2-chloro-N-{2-[4-(difluoromethyl)-1,3-thiazol-5-yl]-2-{4-[(3-fluoropyridin-2-yl)oxy]piperidin-1-yl}ethyl}-6-fluorobenzamide ClC1=C(C(=O)NCC(N2CCC(CC2)OC2=NC=CC=C2F)C2=C(N=CS2)C(F)F)C(=CC=C1)F